(2r,4s)-2-(4-(4-(tert-Butyl)phenyl)piperidine-1-carbonyl)-5-azaspiro[3.4]octan C(C)(C)(C)C1=CC=C(C=C1)C1CCN(CC1)C(=O)C1CC2(C1)NCCC2